[Na].C(C)(C)OCCS(=O)(=O)NC(NC1=C(C=CC2=C1CCO2)C2=CC(=NC=C2)OC)=O 2-Isopropoxy-N-((5-(2-methoxypyridin-4-yl)-2,3-dihydro-benzofuran-4-yl)carbamoyl)ethanesulfonamide, sodium salt